4-[[1-(1H-indol-6-ylsulfonyl)azetidin-3-yl]methyl-methyl-amino]phenol N1C=CC2=CC=C(C=C12)S(=O)(=O)N1CC(C1)CN(C1=CC=C(C=C1)O)C